4-Methoxyphenyl glycidyl ether C(C1CO1)OC1=CC=C(C=C1)OC